(5-((2-(4-cyclopropylphenyl)-2-oxoethyl)thio)-1H-tetrazol-1-yl)benzoic acid C1(CC1)C1=CC=C(C=C1)C(CSC1=NN=NN1C1=C(C(=O)O)C=CC=C1)=O